1-(5-(6-chloro-7-fluoro-3-(1H-imidazol-1-yl)-5-methoxy-1-methyl-1H-indol-2-yl)-1H-1,2,4-triazol-3-yl)-2,2,2-trifluoroethan-1-ol ClC1=C(C=C2C(=C(N(C2=C1F)C)C1=NC(=NN1)C(C(F)(F)F)O)N1C=NC=C1)OC